C(=C)C=1C=C(CSC([S-])=S)C=CC1C=C 3,4-Divinylbenzyltrithiocarbonat